3-(Difluoromethyl)-1-methyl-N-[(3R)-1,1,3-trimethyl-2,3-dihydro-1H-inden-4-yl]-1H-pyrazole-4-carboxamid FC(C1=NN(C=C1C(=O)NC1=C2[C@@H](CC(C2=CC=C1)(C)C)C)C)F